imidazo[4,5-d]imidazole N1=CN=C2C1=NC=N2